S(=O)(=O)(O)C=1C=C(C=C(C(=O)O)C1)C(=O)O 5-(sulpho)-isophthalic acid